COC([C@@H](NC(=O)OC(C)(C)C)[C@H](OC=C)C)=O N-(tert-butoxycarbonyl)-O-vinyl-L-threonine methyl ester